C(C)(C)(C)C1=C(C(=C(C(=C1)C(C)(C)C)OC)C)C 4,6-di-tert-butyl-2,3-dimethyl-anisole